C(C)(C)(C)OC(=O)N1CCC(=CC1)C1=CC(=CC(=C1)C=O)C=O 4-(3,5-diformylphenyl)-3,6-dihydropyridine-1(2H)-carboxylic acid tert-butyl ester